CC1=CC=C(C=C1)S(=O)(=O)OCCC=1C=C2CN(C(C2=CC1)=O)N1C(NC(CC1)=O)=O 2-(2-(2,4-dioxotetrahydropyrimidin-1(2H)-yl)-1-oxoisoindolin-5-yl)ethyl 4-methylbenzenesulfonate